C(C)[C@]1(CN2C(OC1)=C(C=N2)[S@](=O)(NC(NC2=C1CCCC1=CC=1CCCC21)=O)=NC(C2=CC=CC=C2)(C2=CC=CC=C2)C2=CC=CC=C2)C (R-6S)-6-ethyl-N-((1,2,3,5,6,7-hexahydro-s-indacen-4-yl)carbamoyl)-6-methyl-N'-trityl-6,7-dihydro-5H-pyrazolo[5,1-b][1,3]oxazine-3-sulfonimidamide